FC=1C=2N(C=C(C1)NC(=O)C=1C=CC(=C3C=CC(=NC13)OC)N1CC3(C1)CN(C3)C)C=C(N2)C N-(8-fluoro-2-methyl-imidazo[1,2-a]pyridin-6-yl)-2-methoxy-5-(6-methyl-2,6-diazaspiro[3.3]heptan-2-yl)quinoline-8-carboxamide